FC1=CC=C2N=C(C(=NC2=C1)C(=O)OCC)O ethyl 7-fluoro-3-hydroxyquinoxaline-2-carboxylate